4-(3-(2-amino-[1,2,4]triazolo[1,5-a]pyridin-7-yl)-6-chloro-2-fluorophenoxy)-2-fluoro-1-(4-fluorophenyl)butan-1-ol NC1=NN2C(C=C(C=C2)C=2C(=C(OCCC(C(O)C3=CC=C(C=C3)F)F)C(=CC2)Cl)F)=N1